CC(C)(C1=CC=C(C=C1)OCC2CO2)C3=CC=C(C=C3)OCC4CO4 4,4'-bis(2,3-epoxypropoxy)diphenyldimethylmethane